indolin-3-one dihydrochloride Cl.Cl.N1CC(C2=CC=CC=C12)=O